O=C(CCCC(=O)OC(COC(C(CCCCCC)C)=O)COC(C(CCCCCC)C)=O)CCCC(=O)OC(COC(C(CCCCCC)C)=O)COC(C(CCCCCC)C)=O bis[2-(2-methyloctanoyloxy)-1-(2-methyloctanoyloxymethyl) ethyl] 5-oxoazelate